4-(6-Bromoimidazo[1,2-a]pyridin-3-yl)-N-(6-(piperazin-1-yl)pyridin-3-yl)pyrimidin-2-amine BrC=1C=CC=2N(C1)C(=CN2)C2=NC(=NC=C2)NC=2C=NC(=CC2)N2CCNCC2